tert-Butyl 4-Fluoro-3-methylbenzofuran-2-carboxylate FC1=CC=CC2=C1C(=C(O2)C(=O)OC(C)(C)C)C